dihydroxypropane sodium [Na].OC(C)(C)O